O=C(CC(=O)OCCCCO)C hydroxybutyl 3-oxobutanoate